(+)-(4aR,8aS)-6-[3-[4-(2-Methylphenoxy)phenyl]azetidine-1-carbonyl]-4,4a,5,7,8,8a-hexahydropyrido[4,3-b][1,4]oxazin-3-one CC1=C(OC2=CC=C(C=C2)C2CN(C2)C(=O)N2C[C@@H]3[C@@H](OCC(N3)=O)CC2)C=CC=C1